FC=1C=NC(=NC1)[C@]12CC[C@@H](C[C@@H]2C1)OC[C@@H]1N([C@@H](C[C@@H]1NS(=O)(=O)C(F)(F)F)C)C(=O)OC methyl (2R,3S,5R)-2-((((1S,3S,6R)-6-(5-fluoropyrimidin-2-yl)bicyclo[4.1.0]heptan-3-yl)oxy)methyl)-5-methyl-3-((trifluoromethyl)sulfonamido)pyrrolidine-1-carboxylate